(2R,5S)-5-(4-Chlorobenzyl)-4-(4-(1,5-dimethyl-1H-pyrazol-3-yl)cyclohexyl)-2-((prop-2-yn-1-yloxy)methyl)morpholin ClC1=CC=C(C[C@H]2CO[C@H](CN2C2CCC(CC2)C2=NN(C(=C2)C)C)COCC#C)C=C1